C1(CC1)C1=CC(=NC2=CC(=C(C=C12)C=1N=NC(=CC1)N(C1CC(NC(C1)(C)C)(C)C)C)O)C 4-cyclopropyl-2-methyl-6-(6-(methyl(2,2,6,6-tetramethylpiperidin-4-yl)amino)pyridazin-3-yl)quinolin-7-ol